O1[C@@H](COCC1)CSC1=NC(N2C(C3=CC=C(C=C3CC2)C#CC2CC2)=C1)=O (S)-2-(((1,4-dioxane-2-yl)methyl)sulfenyl)-9-(cyclopropylethynyl)-6,7-dihydro-4H-pyrimido[6,1-a]isoquinoline-4-one